OC1CCN(CC1)CC(=O)C1=C(N(C(=C1)C)C1=CC=C(C(=O)OCC2=CC=CC=C2)C=C1)C trans-Benzyl 4-(3-(2-(4-hydroxy-piperidin-1-yl)acetyl)-2,5-dimethyl-1H-pyrrol-1-yl)benzoate